5-chloro-4-((4-(4-chloro-3-methylphenyl)piperazin-1-yl)methyl)-N-(cyclopropylsulfonyl)-2-fluorobenzamide ClC=1C(=CC(=C(C(=O)NS(=O)(=O)C2CC2)C1)F)CN1CCN(CC1)C1=CC(=C(C=C1)Cl)C